CC1=NC=CC(=C1)NC(=O)C1=NC(=CC=C1)N1CCN(CCC1)C1CCN(CC1)C(C)C N-(2-Methylpyridin-4-yl)-6-{4-[1-(propan-2-yl)piperidin-4-yl]-1,4-diazepan-1-yl}pyridine-2-carboxamide